2-[2-[2-[2-[2-[[4-[[5-bromo-4-(2-carbamoyl-3-fluoro-anilino)pyrimidin-2-yl]amino]phenyl]sulfonylamino]ethoxy]ethoxy]ethoxy]ethoxy]ethyl 4-methylbenzenesulfonate CC1=CC=C(C=C1)S(=O)(=O)OCCOCCOCCOCCOCCNS(=O)(=O)C1=CC=C(C=C1)NC1=NC=C(C(=N1)NC1=C(C(=CC=C1)F)C(N)=O)Br